2-[6-[2-(3-pyridyl)-5-thiazolyl]-2-pyridyl]-pyrimidine N1=CC(=CC=C1)C=1SC(=CN1)C1=CC=CC(=N1)C1=NC=CC=N1